FC1=C(C=CC(=C1)OC1=NC=CC=N1)NC(NC(=O)C1CCC(CC1)OC)=O 3-[2-fluoro-4-(pyrimidin-2-yloxy)phenyl]-1-(4-methoxycyclohexanecarbonyl)urea